C1(=CC=CC=C1)CC=O 2-Phenylacetaldehyde